(1s,4s)-4-(7-(hydroxymethyl)-5-methyl-2-oxo-1,2-dihydroquinazolin-3(4H)-yl)-N-(3-methoxy-4-methylphenyl)cyclohexanecarboxamide OCC1=CC(=C2CN(C(NC2=C1)=O)C1CCC(CC1)C(=O)NC1=CC(=C(C=C1)C)OC)C